rac-(3R*,4R*)-4-Benzyloxycarbonylamino-3-(1-pyrimidin-2-yl-cyclopropylcarbamoyl)-piperidine-1-carboxylic Acid Tert-Butyl Ester C(C)(C)(C)OC(=O)N1C[C@H]([C@@H](CC1)NC(=O)OCC1=CC=CC=C1)C(NC1(CC1)C1=NC=CC=N1)=O |r|